Methyl-Butadien CC=CC=C